potassium tert-butanol C(C)(C)(C)O.[K]